FC=1C(NC2=C(C=C(C=C2C1)OCOC)C#C[Si](C(C)C)(C(C)C)C(C)C)=O 3-Fluoro-6-(methoxymethoxy)-8-((triisopropylsilyl)ethynyl)quinolone